4-{[(4-fluorooxan-4-yl)methyl]amino}-3-nitrobenzenesulfonamide FC1(CCOCC1)CNC1=C(C=C(C=C1)S(=O)(=O)N)[N+](=O)[O-]